5-ethyl-7,8,11-trimethyl-pentadecene C(C)C(CCC=C)CC(C(CCC(CCCC)C)C)C